COC(CCN1C(CC(CC1)N(C1=CC=CC=C1)C(CC)=O)C(=O)OC)=O (methoxycarbonyl)-4-[(1-oxopropyl)phenylamino]-1-piperidinepropanoic acid-methyl ester